FC=1C=C(C=CC1)C1=NN(C2=CC(=CC=C12)C(=O)N1CCC(CC1)C1=NC2=C(N1C(C)C1=CC=CC=C1)C=CC=C2)C (3-(3-fluorophenyl)-1-methyl-1H-indazol-6-yl)(4-(1-(1-phenylethyl)-1H-benzo[d]imidazol-2-yl)piperidin-1-yl)methanone